7,8-difluorochromane FC1=CC=C2CCCOC2=C1F